5-(4-(11-((4-((3-chloro-4-fluorophenyl)amino)-6-(3-morpholinopropoxy)quinazolin-7-yl)oxy)undecyl)piperazine-1-yl)-2-(2,6-dioxopiperidin-3-yl)isoindole-1,3-dione ClC=1C=C(C=CC1F)NC1=NC=NC2=CC(=C(C=C12)OCCCN1CCOCC1)OCCCCCCCCCCCN1CCN(CC1)C=1C=C2C(N(C(C2=CC1)=O)C1C(NC(CC1)=O)=O)=O